[N+](=O)([O-])C1=C(C=CC=C1)CS(=O)(=O)[O-].[Na+] sodium (2-nitrophenyl)methanesulfonate